5-amino-3-(4-(N-(5-chloro-2-fluorophenyl)sulfonylaminomethyl)phenyl)-1-cyclopentyl-1H-pyrazole-4-carboxamide NC1=C(C(=NN1C1CCCC1)C1=CC=C(C=C1)CNS(=O)(=O)C1=C(C=CC(=C1)Cl)F)C(=O)N